5-Amino-8-furan-2-yl-3-{2-[4-(2-methoxy-ethoxy)-phenoxy]-ethyl}-1-methyl-1,3-dihydro-[1,2,4]triazolo[5,1-i]purin-2-one NC=1N2C(C=3N(C(N(C3N1)CCOC1=CC=C(C=C1)OCCOC)=O)C)=NC(=N2)C=2OC=CC2